L-Aspartic Acid Diethyl Ester C(C)OC([C@@H](N)CC(=O)OCC)=O